O1CCN(CC1)CCNC1=NC(=NC=C1C(=O)N)NC1=CC2=C(OC[C@H](CN2)O)C=C1 4-((2-Morpholinoethyl)amino)-2-(((S)-2,3,4,5-tetrahydro-3-hydroxybenzo[b][1,4]oxazepin-7-yl)amino)pyrimidine-5-carboxamide